C(C)(C)(C)OC(=O)N1C[C@@H]2COC3=C(CN2CC1)C(=CC(=C3)Br)N (12AR)-7-amino-9-bromo-3,4,12,12a-tetrahydro-6H-pyrazino[2,1-c][1,4]benzoxazepine-2(1H)-carboxylic acid tert-butyl ester